benzyl (1-(tert-butyl)-3-((1R,3R,4S)-3-fluoro-4-hydroxycyclopentyl)-1H-pyrazol-5-yl)carbamate C(C)(C)(C)N1N=C(C=C1NC(OCC1=CC=CC=C1)=O)[C@H]1C[C@H]([C@H](C1)O)F